2-[4-(benzyloxy)-1H-indol-3-yl]-N,N-diisopropyl-2-oxoacetamide C(C1=CC=CC=C1)OC1=C2C(=CNC2=CC=C1)C(C(=O)N(C(C)C)C(C)C)=O